OC(=O)C(F)(F)F.N1CC(C1)C1=CC(=C(CN2CC(C2)(C)OC(C)=O)C=C1C)C acetic acid 1-(4-(azetidin-3-yl)-2,5-dimethylbenzyl)-3-methylazetidin-3-yl ester TFA salt